FC=1C=C(COC2=C(C=C(C=C2)NC2=C(C=3N=C(C=NC3C=C2)N2CCOCC2)C#N)OC)C=CC1F 6-((4-((3,4-difluorobenzyl)oxy)-3-methoxyphenyl)amino)-3-morpholinoquinoxaline-5-carbonitrile